CO[C@H]1[C@@H](COC1)N1C(=CC2=C1N=C(N=C2)SC)C(=O)N 7-((3r,4s)-4-methoxytetrahydrofuran-3-yl)-2-(methylsulfanyl)-7H-pyrrolo[2,3-d]pyrimidine-6-carboxamide